tert-butyl 4-amino-7-chloro-1,1-dimethyl-3-oxoisoindoline-2-carboxylate NC1=C2C(N(C(C2=C(C=C1)Cl)(C)C)C(=O)OC(C)(C)C)=O